O\N=C(\N)/C1=CC=C(C=C1)B(O)O (E)-4-(N'-HYDROXYCARBAMIMIDOYL)PHENYLBORONIC ACID